C(C)(C)(C)OC(=O)N1CC2(CCCC2)[C@](CC1)(O)CN1C(C=C(C(=C1)C(=O)OCC)C1CC1)=O (S)-10-((4-cyclopropyl-5-(ethoxycarbonyl)-2-oxopyridin-1(2H)-yl)methyl)-10-hydroxy-7-azaspiro[4.5]Decane-7-carboxylic acid tert-butyl ester